tert-butyl 4-(5-bromophthalazin-1-yl)piperazine-1-carboxylate BrC1=C2C=NN=C(C2=CC=C1)N1CCN(CC1)C(=O)OC(C)(C)C